ClC=1C=C(C=C2C(=C(C=NC12)C#N)NC=1C=NC(=C(C1)F)F)N[C@]([2H])(C=1N=NN(C1)C1CC1)C=1C=NC=C(C1)C#N (S)-8-chloro-6-(((5-cyanopyridin-3-yl)(1-cyclopropyl-1H-1,2,3-triazol-4-yl)methyl-d)amino)-4-((5,6-difluoropyridin-3-yl)amino)quinoline-3-carbonitrile